3-hydroxy-6-(5,7-dihydroxy-6-isoprenyl-4-oxo-4H-chromen-3-yl)phenolate OC=1C=C(C(=CC1)C1=COC2=CC(=C(C(=C2C1=O)O)C=CC(C)=C)O)[O-]